[5-[4-[4-chloro-3-[(1-cyanocyclopropyl)carbamoyl] phenyl]pyrazol-1-yl]-1-methyl-4-(trifluoromethyl)pyrazol-3-yl]1,1,2,2,2-pentafluoroethanesulfonate ClC1=C(C=C(C=C1)C=1C=NN(C1)C1=C(C(=NN1C)OS(=O)(=O)C(C(F)(F)F)(F)F)C(F)(F)F)C(NC1(CC1)C#N)=O